6-methoxy-2,8-dimethyl-8,9-dihydrofuro[2,3-h]quinazolin-4(3H)-one COC=1C=C2C(NC(=NC2=C2C1OC(C2)C)C)=O